1-(5Z,8Z,11Z,14Z-eicosatetraenoyl)-2-(6Z,9Z,12Z-octadecatrienoyl)-glycero-3-phospho-(1'-sn-glycerol) CCCCC/C=C\C/C=C\C/C=C\CCCCC(=O)O[C@H](COC(=O)CCC/C=C\C/C=C\C/C=C\C/C=C\CCCCC)COP(=O)(O)OC[C@H](CO)O